trans-3-[(3-chloro-5-fluorobenzyl)oxy]cyclobutane-1-carboxylic acid ClC=1C=C(CO[C@@H]2C[C@H](C2)C(=O)O)C=C(C1)F